BrC1=CC=2N=C(N=C(C2N=C1)N1C[C@@](CCC1)(O)C)OCC1(CC1)CN(C)C (R)-1-(7-bromo-2-((1-((dimethylamino)methyl)cyclopropyl)methoxy)pyrido[3,2-d]pyrimidin-4-yl)-3-methylpiperidin-3-ol